CC=1SC(=CC1CC(=O)O)CCN[C@@H]([C@H]1CNC2=C(N1)N=CC=C2)C2=CC=CC=C2 2-(2-methyl-5-(2-(((R)-phenyl((R)-1,2,3,4-tetrahydropyrido[2,3-b]pyrazin-3-yl)methyl)amino)ethyl)thiophen-3-yl)acetic acid